C(C)(C)(C)NS(=O)(=O)C1=CC(=C(C(=O)NC2=NC=CC(=N2)N2CCC(CC2)(F)F)C=C1)N1CCC2(CC2)CC1 4-(N-(tert-butyl)sulfamoyl)-N-(4-(4,4-difluoropiperidin-1-yl)pyrimidin-2-yl)-2-(6-azaspiro[2.5]octan-6-yl)benzamide